6-[5-(6-methyl-2-pyridyl)-1H-imidazol-4-yl]-3-(2,2,6,6-tetramethyl-1,3-dihydropyridin-4-yl)quinoline CC1=CC=CC(=N1)C1=C(N=CN1)C=1C=C2C=C(C=NC2=CC1)C=1CC(NC(C1)(C)C)(C)C